(E)-4-(4-chlorostyryl)benzoxathiazine 2,2-dioxide ClC1=CC=C(/C=C/C2=NS(OC3=C2C=CC=C3)(=O)=O)C=C1